maleic anhydride maleate C(\C=C/C(=O)O)(=O)O.C1(\C=C/C(=O)O1)=O